4-(hydroxyethoxy)-1,3-benzenediamine hydrochloride Cl.OCCOC1=C(C=C(C=C1)N)N